(rac)-1-(4-methylpyridin-2-yl)ethan-1-ol CC1=CC(=NC=C1)[C@@H](C)O |r|